C(C)O[C@@H](CO)CS (S)-2-ethoxy-3-mercaptopropan-1-ol